O[C@@H]1CC2CC[C@H]3[C@@H]4CC[C@H]([C@@H](CCCC(C(=O)O)=C)C)[C@]4(CC[C@@H]3[C@]2(CC1)C)C 3β-hydroxycholestenoic acid